2-(6-(1-((1R,2R,3R,5S)-2-fluoro-1,5,7-trimethyl-9-azabicyclo[3.3.1]nonan-3-yl)vinyl)pyridazin-3-yl)-5-(1H-imidazol-1-yl)phenol F[C@H]1[C@]2(CC(C[C@@](C[C@@H]1C(=C)C1=CC=C(N=N1)C1=C(C=C(C=C1)N1C=NC=C1)O)(N2)C)C)C